2-sec-butyl-isoquinoline C(C)(CC)N1CC2=CC=CC=C2C=C1